CC1=NC=2C(=NC(=CC2)C=2C=CN3N=C(N=CC32)N[C@@H]3C[C@H](C3)N)N1C trans-N1-(5-(2,3-dimethyl-3H-imidazo[4,5-b]pyridin-5-yl)pyrrolo[2,1-f][1,2,4]triazin-2-yl)cyclobutane-1,3-diamine